tert-Butyl (S)-4-((1-(3,5-difluorophenyl)-4-oxobutyl)carbamoyl)-4-hydroxypiperidine-1-carboxylate FC=1C=C(C=C(C1)F)[C@H](CCC=O)NC(=O)C1(CCN(CC1)C(=O)OC(C)(C)C)O